C(CCCCCCC\C=C/CCCCCC)(=O)O.CCCCCCCCCCCCCCCCCCCCCCCCCCC heptacosan palmitoleate